N-[4-(3-hydroxy-2,2-dimethyl-propoxy)-6-(2-isopropylphenyl)pyrimidin-2-yl]-1-methyl-pyrazole-4-sulfonamide OCC(COC1=NC(=NC(=C1)C1=C(C=CC=C1)C(C)C)NS(=O)(=O)C=1C=NN(C1)C)(C)C